Fmoc-β-methyl-DL-phenylalanine C(=O)(OCC1C2=CC=CC=C2C2=CC=CC=C12)N[C@@H](C(C1=CC=CC=C1)C)C(=O)O |r|